N1(CC[C@@H]2[C@H]1CNCC2)C2=CC=C(N=N2)C2=C(C=C(C=C2C)C(F)(F)F)O 2-[6-[(3aR,7aS)-2,3,3a,4,5,6,7,7a-octahydropyrrolo[2,3-c]pyridin-1-yl]pyridazin-3-yl]-3-methyl-5-(trifluoromethyl)phenol